5-chloro-N-(2-fluoro-6-methoxyphenyl)-N-methyl-2-((4-(4-methylpiperazin-1-yl)phenyl)amino)isonicotinamide ClC1=CN=C(C=C1C(=O)N(C)C1=C(C=CC=C1OC)F)NC1=CC=C(C=C1)N1CCN(CC1)C